FC=1C=C(C(=NC1)C1=NC=CN=C1)C=1CCNCC1 2-[5-fluoro-3-(1,2,3,6-tetrahydropyridin-4-yl)-2-pyridyl]-pyrazine